CC1(CN(CCC1=O)C(=O)OC(C)(C)C)C(=O)OC 1-(tert-butyl) 3-methyl 3-methyl-4-oxopiperidine-1,3-dicarboxylate